ClC=1N=C(C2=C(N1)CCN(C2=O)C(=O)OC(C)(C)C)NCC2=CC=C(C=C2)C=2N(C=C(N2)C(F)(F)F)C tert-butyl 2-chloro-4-((4-(1-methyl-4-(trifluoromethyl)-1H-imidazol-2-yl)benzyl)amino)-5-oxo-7,8-dihydropyrido[4,3-d]pyrimidine-6(5H)-carboxylate